ClC1=CC=C(C=C1)C(C(C(=O)OCC)(F)F)(C)O ethyl 3-(4-chlorophenyl)-2,2-difluoro-3-hydroxybutyrate